O[C@@](C#CC1=CC=C(C(=O)OC)C=C1)(C(C([2H])([2H])[2H])([2H])[2H])COC |r| Methyl (rac)-4-(3-hydroxy-3-(methoxymethyl)pent-1-yn-1-yl-4,4,5,5,5-d5)benzoate